ON(N(C)CCCCCCNC)N=O 6-(2-hydroxy-1-methyl-nitrosohydrazino)-N-methyl-1-hexylamine